N1C=[N+](C=C1)[O-] 1H-imidazole 3-oxide